2,2-dimethylpropionyloxymethyl ether CC(C(=O)OCOCOC(C(C)(C)C)=O)(C)C